C1NCC12COC(OC2)CCN(C2=CC=C(C#N)C=C2)CC2=CC(=C(C=C2)Cl)Cl 4-((2-(6,8-dioxa-2-azaspiro[3.5]nonan-7-yl)ethyl)(3,4-dichlorobenzyl)amino)benzonitrile